COC(C1=CN=C(C=C1)C1=CC=C(C=C1)OC)=O 6-(4-methoxyphenyl)nicotinic acid methyl ester